C(CC)C(=C)C=C 2-propyl-1,3-butadiene